BrC1=C(OCCC2CCN(CC2)C(=O)OC(C)(C)C)C=CC(=C1)[N+](=O)[O-] tert-Butyl 4-(2-(2-bromo-4-nitrophenoxy)ethyl)piperidine-1-carboxylate